ClC1=CC=C(C=C1)C(CNC(=O)C12CC(C1)(C2)NC(OC(C)(C)C)=O)=O tert-butyl (3-((2-(4-chlorophenyl)-2-oxoethyl)carbamoyl)bicyclo[1.1.1]pentan-1-yl)carbamate